dibenzyl-4-methylcyclohexane-1,4-diamine C(C1=CC=CC=C1)C1C(CCC(C1)(N)C)(N)CC1=CC=CC=C1